N=1NN=NC1C=1C=CC2=C(N=C(C3=CC=NC=C23)NCCCNC(CCNCC2=CC(=C(C=C2)OC2CCC2)Cl)=O)C1 N-(3-((8-(2H-tetrazol-5-yl)benzo[c][2,6]naphthyridin-5-yl)amino)propyl)-3-((3-chloro-4-cyclobutoxybenzyl)amino)propanamide